2-fluoro-5-((6-(3-(piperazin-1-ylsulfonyl)phenyl)pyridin-2-yl)oxy)phenol FC1=C(C=C(C=C1)OC1=NC(=CC=C1)C1=CC(=CC=C1)S(=O)(=O)N1CCNCC1)O